CC(CC)N1C(=CC=C1CCCC1=CC=CC=C1)C(=O)O 1-(Butan-2-yl)-5-(3-phenylpropyl)-1H-pyrrole-2-carboxylic acid